NC1=CC(=C(C=C1)N(C)CC1(CC1)NC(OC(C)(C)C)=O)CS(=O)(=O)C tert-butyl (1-(((4-amino-2-((methylsulfonyl)methyl)phenyl)(methyl)amino)methyl)cyclopropyl)carbamate